4-((2-methylquinolin-6-yl)methyl)thiomorpholine 1,1-dioxide CC1=NC2=CC=C(C=C2C=C1)CN1CCS(CC1)(=O)=O